(3R,6S)-6-(5-(cis-3-(trifluoromethoxy)cyclobutyl)oxazol-2-yl)tetrahydro-2H-pyran-3-amine FC(O[C@H]1C[C@H](C1)C1=CN=C(O1)[C@@H]1CC[C@H](CO1)N)(F)F